NC1=CC=C(C=N1)CNC([C@H](C)NC(=O)[C@@H]1N(C[C@@H](C1)C1=CC=CC=C1)C(=O)OC(C)(C)C)=O tert-butyl (2R,4S)-2-(((S)-1-(((6-aminopyridin-3-yl)methyl)amino)-1-oxopropan-2-yl)carbamoyl)-4-phenylpyrrolidine-1-carboxylate